CN(C)CCCN1C2=CC=CC=C2C=2C=C(C=CC12)C=O N-(3-(N,N-dimethylamino)propyl)-carbazole-3-formaldehyde